CC=1C=C(C=C(C1N1CCN(CC1)C1CCOCC1)C)N1C=C(C=2C1=NC=CC2)C2=CC=C(C=C2)S(=O)(=NC2CC2)C (3,5-dimethyl-4-(4-(tetrahydro-2H-pyran-4-yl)piperazin-1-yl)phenyl)-3-(4-(N-cyclopropyl-S-methylsulphonimidoyl)phenyl)-1H-pyrrolo[2,3-b]pyridine